C(C)C1=NC(=C2N1CCNC2)C2=CC=CC=1N2C=NC1C=1C=CC(=NC1)C(=O)OC Methyl 5-(5-(3-ethyl-5,6,7,8-tetrahydroimidazo[1,5-a]pyrazin-1-yl)imidazo[1,5-a]pyridin-1-yl)picolinate